tert-butyl (S)-3-(((((di-tert-butoxyphosphoryl)oxy)methoxy)carbonyl)(pyrrolidin-2-ylmethyl)amino)propanoate C(C)(C)(C)OP(=O)(OC(C)(C)C)OCOC(=O)N(CCC(=O)OC(C)(C)C)C[C@H]1NCCC1